N1(N=CC=C1)C=1C=2N(N=C(C1)C=1C(NC(NC1)=O)=O)C=CN2 5-(8-pyrazol-1-ylimidazo[1,2-b]pyridazin-6-yl)-1H-pyrimidine-2,4-dione